[Cl-].C(CCC)OC1=NC(=NC(=N1)OCCCC)[N+]1(CCOCC1)CC 4-(4,6-dibutoxy-1,3,5-triazin-2-yl)-4-Ethylmorpholinium chloride